(1R,2R)-2-(5-chloro-2-cyanophenyl)-N-(4-(((6-cyclopropyl-8-(2-oxopyrrolidin-1-yl)imidazo[1,2-a]pyridin-2-yl)methyl)amino)pyridin-2-yl)cyclopropane-1-carboxamide ClC=1C=CC(=C(C1)[C@H]1[C@@H](C1)C(=O)NC1=NC=CC(=C1)NCC=1N=C2N(C=C(C=C2N2C(CCC2)=O)C2CC2)C1)C#N